C1(CC1)CN(C=1C=C(C=CC1)C1(C2=C(NC=3N=CC=CC13)CC(CC2=O)(C)C)C)C2=NC=CC=N2 5-(3-((cyclopropylmethyl)(pyrimidin-2-yl)amino)phenyl)-5,8,8-trimethyl-5,8,9,10-tetrahydrobenzo[b][1,8]naphthyridin-6(7H)-one